(2R)-1-{4-[(4-Anilino-5-bromo-2-pyrimidinyl)amino]phenoxy}-3-(dimethylamino)-2-propanol N(C1=CC=CC=C1)C1=NC(=NC=C1Br)NC1=CC=C(OC[C@@H](CN(C)C)O)C=C1